5-[5-(5-Chloro-thiophen-2-yl)-2-isopropyl-4-methoxy-phenoxy]-pyrimidine-2,4-diamine ClC1=CC=C(S1)C=1C(=CC(=C(OC=2C(=NC(=NC2)N)N)C1)C(C)C)OC